2-(hexadecylamino)ethane sodium [Na].C(CCCCCCCCCCCCCCC)NCC